6-(2,5-dihydrofuran-3-yl)-N2-((1R,3s,5S)-9-(ethylsulfonyl)-9-azabicyclo[3.3.1]nonan-3-yl)-N2-methyl-N4-(5-methyl-1H-pyrazol-3-yl)pyrimidine-2,4-diamine O1CC(=CC1)C1=CC(=NC(=N1)N(C)C1C[C@H]2CCC[C@@H](C1)N2S(=O)(=O)CC)NC2=NNC(=C2)C